The molecule is a C19-gibberellin, initially identified in Pharbitis nil. It differs from gibberellin A1 in lacking a beta-OH at C-2 but possessing one at C-3 (gibbane numberings). It has a role as a plant metabolite. It is a C19-gibberellin, a lactone and a gibberellin monocarboxylic acid. C[C@@]12C[C@H](C[C@@]3([C@@H]1[C@@H]([C@]45[C@H]3CC[C@](C4)(C(=C)C5)O)C(=O)O)OC2=O)O